2,6-bis(benzyloxy)-3-(4-(3-(benzyloxy)azetidin-1-yl)-2,6-difluoro-3-methoxyphenyl)pyridine (R)-benzyl-5-([1,1'-biphenyl]-4-yl)-2-methyl-4-oxopentanoate C(C1=CC=CC=C1)OC([C@@H](CC(CC1=CC=C(C=C1)C1=CC=CC=C1)=O)C)=O.C(C1=CC=CC=C1)OC1=NC(=CC=C1C1=C(C(=C(C=C1F)N1CC(C1)OCC1=CC=CC=C1)OC)F)OCC1=CC=CC=C1